(3E,13Z)-3,13-octadecadienylbenzyloxymethyl ether C(C\C=C\CCCCCCCC\C=C/CCCC)C(OCC1=CC=CC=C1)OC(CC\C=C\CCCCCCCC\C=C/CCCC)OCC1=CC=CC=C1